OC(C(N1CC2=C(N=C(NC2=O)C2(CC2)C2=CC=CC=C2)CC1)=O)C=1C=C(C#N)C=CC1 3-(1-hydroxy-2-oxo-2-(4-oxo-2-(1-phenylcyclopropyl)-3,5,7,8-tetrahydropyrido[4,3-d]pyrimidin-6(4H)-yl)ethyl)benzonitrile